BrC=1C=C2C(=NC=NN2C1)C1=CC(=C(CNC(OC(C)(C)C)=O)C=C1)C tert-butyl 4-(6-bromopyrrolo[2,1-f][1,2,4]triazin-4-yl)-2-methylbenzylcarbamate